N-(5-((2-((1s,4s)-2-azabicyclo[2.2.2]octan-2-yl)ethyl)carbamoyl)-2-methylpyridin-3-yl)-6-(1-methyl-1H-pyrazol-4-yl)pyrazolo[1,5-a]pyrazine-3-carboxamide C12N(CC(CC1)CC2)CCNC(=O)C=2C=C(C(=NC2)C)NC(=O)C=2C=NN1C2C=NC(=C1)C=1C=NN(C1)C